C(C)NC1=NCC(=C2N1C=CC(=C2)C(F)(F)F)C=2C(=NC=CC2)OC 1-(Ethylamino)-4-(2-methoxypyridin-3-yl)-6-(trifluoromethyl)-3H-pyrido[1,2-c]pyrimidine